dimethylformamide CN(C=O)C